3-{[(3S)-3-{6-[(2R,4S)-4-fluoro-2-[5-fluoro-2-(methylsulfanyl)phenyl]pyrrolidin-1-yl]imidazo[1,2-b]pyridazine-3-amido}pyrrolidin-1-yl]methyl}benzoic acid F[C@H]1C[C@@H](N(C1)C=1C=CC=2N(N1)C(=CN2)C(=O)N[C@@H]2CN(CC2)CC=2C=C(C(=O)O)C=CC2)C2=C(C=CC(=C2)F)SC